ethyl (7Z)-17-(dimethylamino)tricos-7-enoate CN(C(CCCCCCCC\C=C/CCCCCC(=O)OCC)CCCCCC)C